2-((3R)-3,5-dimethylmorpholino)-N-(2-(trifluoromethyl)benzyl)pyrido[2,3-d]pyrimidin-4-amine C[C@@H]1COCC(N1C=1N=C(C2=C(N1)N=CC=C2)NCC2=C(C=CC=C2)C(F)(F)F)C